2-oxa-5-azaspiro[3.5]nonane hemioxalate C(C(=O)O)(=O)O.C1OCC12NCCCC2.C2OCC21NCCCC1